C(C(C)C)(=O)OC[C@H]1O[C@H]([C@@H]2OC(O[C@@H]21)(C)C)N2C1=NC(=NC(=C1N=C2)Cl)N ((3aR,4R,6R,6aR)-6-(2-amino-6-chloro-9H-purin-9-yl)-2,2-dimethyltetrahydrofuro[3,4-d][1,3]dioxol-4-yl)methyl isobutyrate